BrC=1C(=C(C(=CC1)F)N1C(NC2=CC=CC=C2C1)=O)F 3-(3-bromo-2,6-difluorophenyl)-3,4-dihydroquinazolin-2(1H)-one